2-methoxy-4-[(3-{4-[(oxan-4-yl)amino]-1-(2,2,2-trifluoroethyl)-1H-indol-2-yl}prop-2-yn-1-yl)amino]benzene-1-sulfonamide COC1=C(C=CC(=C1)NCC#CC=1N(C2=CC=CC(=C2C1)NC1CCOCC1)CC(F)(F)F)S(=O)(=O)N